FC1=CC(=CC=2C(N(C(OC21)=O)C)O)C2=NC(=NS2)C2=CC=C(C=C2)N2CCCC2 8-fluoro-4-hydroxy-3-methyl-6-(3-(4-(pyrrolidin-1-yl)phenyl)-1,2,4-thiadiazol-5-yl)-3,4-dihydro-2H-benzo[e][1,3]oxazin-2-one